NC1=C(OC2=CC(=CC(=C2)OC2=C(C=CC=C2)N)OC2=C(C=CC=C2)N)C=CC=C1 1,3,5-tris(2-aminophenoxy)benzene